CC1=NN=C(O1)C1=CC=CC(=N1)OC1=CC=C(C=C1)C(C)(C)C1=CC=C(OC2CC(C2)NC(OC(C)(C)C)=O)C=C1 tert-butyl ((1r,3r)-3-(4-(2-(4-((6-(5-methyl-1,3,4-oxadiazole-2-yl)pyridin-2-yl)oxy)phenyl)propan-2-yl)phenoxy)cyclobutyl)carbamate